C(C)N1CCCC1=O Ethyl-5-oxopyrrolidine